tri(2,6-dimethylphenyl)-phosphine CC1=C(C(=CC=C1)C)P(C1=C(C=CC=C1C)C)C1=C(C=CC=C1C)C